1,4-diethoxy-naphthalene C(C)OC1=CC=C(C2=CC=CC=C12)OCC